FC1=CC=C(C=C1)C(\C=C\C1=CC(=C(C=C1)OC)O)=O (E)-1-(4-Fluorophenyl)-3-(3-hydroxy-4-methoxyphenyl)prop-2-en-1-one